ClC=1C=C(C=CC1F)NC1=NC=NC2=CC(=C(C=C12)NC(C=C)=O)OCCCN1CCN(CC1)CC=1C=C2C(N(C(C2=C(C1)F)=O)C1C(NC(CC1)=O)=O)=O N-(4-((3-chloro-4-fluorophenyl)amino)-7-(3-(4-((2-(2,6-dioxopiperidin-3-yl)-7-fluoro-1,3-dioxoisoindolin-5-yl)methyl)piperazin-1-yl)propoxy)quinazolin-6-yl)acrylamide